C(C1=CC=CC=C1)NS(=O)(=O)N[C@H](C(=O)NC(C(C(=O)NCC1=CC(=CC(=C1)OC)OC)O)CC)CC(C)C (2S)-2-((N-benzylsulfamoyl)amino)-N-(1-((3,5-dimethoxybenzyl)amino)-2-hydroxy-1-oxopentan-3-yl)-4-methylpentanamide